1-(cyclopropylimino)-2-(2-{6-chloro-1H-pyrrolo[2,3-b]-pyridin-4-yl}-6-[(3R)-3-methylmorpholin-4-yl]-pyrimidin-4-yl)-1λ6,2-thiazolidine-1-one C1(CC1)N=S1(N(CCC1)C1=NC(=NC(=C1)N1[C@@H](COCC1)C)C1=C2C(=NC(=C1)Cl)NC=C2)=O